(R)-(2-phenylpiperazin-1-yl)(3-((2-(pyridin-4-yl)phenyl)ethynyl)-1H-indazol-5-yl)methanone C1(=CC=CC=C1)[C@H]1N(CCNC1)C(=O)C=1C=C2C(=NNC2=CC1)C#CC1=C(C=CC=C1)C1=CC=NC=C1